C1(CC1)OC1=C(C(=NC=C1)OC)C1=CNC2=NC(=CC=C21)NC(=O)[C@H]2[C@@H](C2)CNC trans-N-(3-(4-cyclopropoxy-2-methoxypyridin-3-yl)-1H-pyrrolo[2,3-b]pyridin-6-yl)-2-((methylamino)methyl)cyclopropanecarboxamide